N1(CCCCC1)C(=O)O.N1CCC(CC1)C1=CC=C(C=C1)C1C(NC(CC1)=O)=O 3-[4-(4-piperidyl)phenyl]piperidine-2,6-dione piperidine-1-carboxylate